methyl (R)-3-((tert-butoxycarbonyl)amino)-5-(7-chloro-3-cyclohexyl-2-methyl-1,1-dioxido-dioxido-5-phenyl-2,3,4,5-tetrahydrobenzo[f][1,2,5]thiadiazepin-8-yl)thiophene-2-carboxylate C(C)(C)(C)OC(=O)NC1=C(SC(=C1)C1=CC2=C(N(C([C@H](N(S2(=O)=O)C)C2CCCCC2)([O-])[O-])C2=CC=CC=C2)C=C1Cl)C(=O)OC